C(#N)C=1C=C(C(=NC1)OC)S(=O)(=O)NC1=C(C(=C(C=C1)F)C1=C(C=2N(C=C1)C(=NC2)C=2NC=CN2)F)F 5-cyano-N-[2,4-difluoro-3-[8-fluoro-3-(1H-imidazol-2-yl)imidazo[1,5-a]pyridin-7-yl]phenyl]-2-methoxypyridine-3-sulfonamide